(S)-2-amino-4-((4-(cyclopropylethynyl)-2-oxo-4-(trifluoromethyl)-1,2,3,4-tetrahydroquinazolin-7-yl)methyl)pyridin-1-ium 2,2,2-trifluoroacetate FC(C(=O)[O-])(F)F.NC1=[NH+]C=CC(=C1)CC1=CC=C2[C@](NC(NC2=C1)=O)(C(F)(F)F)C#CC1CC1